CC(CC)(C)C1=C(C=CC(=C1)C(CC)(C)C)OP([O-])[O-] 2,4-bis(1,1-dimethylpropyl)phenylphosphite